C(=O)C1=C(N=C(N1CC1=CC=C(C=C1)C1=C(SC(=C1)CC(C)C)NS(=O)(=O)C(=O)OCC)C1=CC=CC=C1)OC 5-formyl-4-methoxy-2-phenyl-1-[[4-[2-(ethoxycarbonylsulphonamido)-5-isobutyl-3-thienyl]phenyl]methyl]imidazole